5-(7-hydroxy-3-(isopentylamino)quinolin-6-yl)-1,2,5-thiadiazolidin-3-one 1,1-dioxide OC1=C(C=C2C=C(C=NC2=C1)NCCC(C)C)N1CC(NS1(=O)=O)=O